2-benzyl-2-dimethylamino-1-(4-quinolinylphenyl)-butan-1-one C(C1=CC=CC=C1)C(C(=O)C1=CC=C(C=C1)C1=NC2=CC=CC=C2C=C1)(CC)N(C)C